O[C@H]1[C@@H](O[C@@H]([C@@H]([C@@H]1N1N=NC(=C1)C1=CC(=C(C(=C1)F)F)F)O)CO)SC(C(=O)N(C)CC)C(CC1=CC=CC=C1)O 2-(((2S,3R,4S,5R,6R)-3,5-Dihydroxy-6-(hydroxymethyl)-4-(4-(3,4,5-trifluorophenyl)-1H-1,2,3-triazol-1-yl)tetrahydro-2H-pyran-2-yl)thio)-N-ethyl-3-hydroxy-N-methyl-4-phenylbutanamid